3-glycidoxypropyl-(methyl)dimethoxysilane C(C1CO1)OCCC[Si](OC)(OC)C